(E)-4-(4-((2-(4-(trifluoromethyl)styryl)oxazol-4-yl)methoxy)phenyl)butan-1-ol FC(C1=CC=C(/C=C/C=2OC=C(N2)COC2=CC=C(C=C2)CCCCO)C=C1)(F)F